ClC=1C=C(C(=O)N[C@H](C)C=2N(N=CN2)C2=NC=C(C=C2)Cl)C=C(C1)C(F)(F)F |r| racemic-3-chloro-N-[1-[2-(5-chloro-2-pyridyl)-1,2,4-triazol-3-yl]ethyl]-5-(trifluoromethyl)benzamide